BrC=1C=CC(=C(C1)NC(CCNC(OC(C)(C)C)=O)=O)O Tert-butyl (3-((5-bromo-2-hydroxyphenyl)amino)-3-oxopropyl)carbamate